O1CCC(CC1)CN1CCCCC1 1-((tetrahydro-2H-pyran-4-yl)methyl)piperidin